N-Acetylcadaverine C(C)(=O)NCCCCCN